FC1(CC(C1)(C1=CC(=CC=C1)[N+](=O)[O-])CC=1N(C(=NN1)S)C)F 5-[[3,3-difluoro-1-(3-nitrophenyl)cyclobutyl]methyl]-4-methyl-4H-1,2,4-triazole-3-thiol